8-methyl-4-(2-methylsulfanyl-7-oxo-8-tetrahydrofuran-3-yl-pyrido[2,3-d]pyrimidin-6-yl)-2,3-dihydroquinoxaline-1-carboxylic acid tert-butyl ester C(C)(C)(C)OC(=O)N1CCN(C2=CC=CC(=C12)C)C1=CC2=C(N=C(N=C2)SC)N(C1=O)C1COCC1